trifluoromethanesulfonyl-benzimidazolone 2-((1,4-dioxan-2-yl)oxy)ethyl-methacrylate O1C(COCC1)OCCOC(C(=C)C)=O.FC(S(=O)(=O)C1=CC=CC2=NC(N=C21)=O)(F)F